N[C@@H]1CN(CC1)C=1C=2CCCCC2N=C2C=CC(=CC12)C1=CC(=NC=C1)NC1=CC(=CC=C1)S(=O)(=O)N1CCOCC1 (S)-4-(9-(3-Aminopyrrolidin-1-yl)-5,6,7,8-tetrahydroacridin-2-yl)-N-(3-(morpholinesulfonyl)phenyl)pyridin-2-amine